methyltrisilanedisulfonate COS(=O)(=O)[SiH2][SiH2][SiH2]S(=O)(=O)[O-]